FC=1C=C(C=CC1OC)C1=CN=C2N1C=CN=C2NC2=CC(=C(C(=O)N1CCN(CC1)C(=O)[C@H]1N(CC=C1)C(=O)OC(C)(C)C)C=C2)C tert-butyl (S)-2-(4-(4-((3-(3-fluoro-4-methoxyphenyl)imidazo[1,2-a]pyrazin-8-yl)amino)-2-methylbenzoyl)piperazine-1-carbonyl)-2,5-dihydro-1H-pyrrole-1-carboxylate